(+/-)-N-Lactoyltyramine C([C@H](O)C)(=O)NCCC1=CC=C(C=C1)O |r|